2-(((4-methoxy-3,5-dimethylpyridin-2-yl)methyl)sulfinyl)-1H-benzo[d]imidazol-5-yl (Z)-but-2-enoate C(\C=C/C)(=O)OC1=CC2=C(NC(=N2)S(=O)CC2=NC=C(C(=C2C)OC)C)C=C1